4-amino-N-(4-fluorobenzyl)-3-(2-hydroxypropan-2-yl)benzamide NC1=C(C=C(C(=O)NCC2=CC=C(C=C2)F)C=C1)C(C)(C)O